Fluorenyl-Triazin C1(=CC=CC=2C3=CC=CC=C3CC12)C1=NN=NC=C1